ClC=1C(=NC(=CC1NC(OC(C)(C)C)=O)N1[C@H](CN(CC1)C)C)F (S)-tert-butyl (3-chloro-6-(2,4-dimethylpiperazin-1-yl)-2-fluoropyridin-4-yl)carbamate